diisobutyl 2-(cyclohexylmethyl)-3-ethyl-3-methylsuccinate C1(CCCCC1)CC(C(=O)OCC(C)C)C(C(=O)OCC(C)C)(C)CC